C(C)(C)(C)OC(=O)N1CCN(CC1)C1CCN(CC1)C=1C=C2C(=NC(=NC2=CC1OC)C)N[C@H](C)C1=C(C(=CC=C1)C#N)C (R)-4-(1-(4-((1-(3-cyano-2-methylphenyl)ethyl)amino)-7-methoxy-2-methylquinazoline-6-yl)piperidin-4-yl)piperazine-1-carboxylic acid tert-butyl ester